2,6-Anhydro-4-(3-cyano-5,7-dichloro-2H-indazol-2-yl)-3,4,5-trideoxy-5-isobutyramido-D-glycero-D-galacto-non-2-enonic acid C(#N)C=1N(N=C2C(=CC(=CC12)Cl)Cl)[C@H]1C=C(C(=O)O)O[C@H]([C@@H]1NC(C(C)C)=O)[C@H](O)[C@H](O)CO